1-[(2R,3S,4R,5R)-4-[(tert-butyldimethylsilyl)oxy]-5-{[(tertbutyldimethylsilyl)oxy]methyl}-5-cyclopropyl-3-fluorooxolan-2-yl]-5-fluoro-3H-pyrimidine [Si](C)(C)(C(C)(C)C)O[C@H]1[C@@H]([C@@H](O[C@]1(C1CC1)CO[Si](C)(C)C(C)(C)C)N1CNCC(=C1)F)F